C(C)(=O)NC1=NC(N([C@H]2C[C@H](O)[C@@H](COC(C3=CC=C(C=C3)OC)(C3=CC=C(C=C3)OC)C3=CC=CC=C3)O2)C=C1)=O N-acetyl-5'-O-(4,4'-dimethoxytrityl)-2'-deoxycytidine